N'-carboxymethyl-3-guanidinopropionic acid C(=O)(O)CN=C(NCCC(=O)O)N